NC=1C=C(C=CC1)C(O)C=1C=C(C=CC1)C (3-aminophenyl)(m-tolyl)methanol